2-amino-4-(7-methyl-9-oxa-3,7-diazabicyclo[3.3.1]non-3-yl)phenol NC1=C(C=CC(=C1)N1CC2CN(CC(C1)O2)C)O